N(=[N+]=[N-])CC1=NNC=C1 3-(azidomethyl)-1H-pyrazole